C(C)(C)(C)OC(C1=C(C(=CC=C1N)OC1=C(C(=CC(=C1)Cl)N)F)C)=O 6-amino-3-(3-amino-5-chloro-2-fluorophenoxy)-2-methylbenzoic acid tert-butyl ester